1-(((1-Pentyloxy(propan-2-yl)oxy)-propan-2-yl)oxy)-propan-2-amin C(CCCC)OCC(C)OCC(C)OCC(C)N